1H-pyrazolo[4,3-b]pyridin N1N=CC2=NC=CC=C21